NC1=CC=CC(=N1)S(=O)(=O)NC(=O)C=1C(=NC(=CC1)C1=CC(=CC(=C1)OCC(C)C)F)N1[C@H](CCC1)C(=O)OC(C)(C)C tert-butyl (2R)-1-[3-[(6-amino-2-pyridyl)sulfonylcarbamoyl]-6-(3-fluoro-5-isobutoxy-phenyl)-2-pyridyl]pyrrolidine-2-carboxylate